methyl-sodium propanesulfonate C(CC)S(=O)(=O)O.C[Na]